racemic-1-(1-(4-fluorophenyl)ethyl)-4-iodo-3-methyl-1H-pyrazole FC1=CC=C(C=C1)[C@@H](C)N1N=C(C(=C1)I)C |r|